CCC(C)C1=CC=CC=C1OC(=O)NC The molecule is a carbamate ester obtained by the formal condensation of 2-sec-butylphenol with methylcarbamic acid. It has a role as an EC 3.1.1.7 (acetylcholinesterase) inhibitor, an agrochemical, a herbicide, an insecticide and an environmental contaminant. It derives from a methylcarbamic acid and a 2-sec-butylphenol.